ClC1=C(NC2=NOC3=C2C=CC=C3)C=CC=C1C1=CC=CC=3OCOCC31 3-(2-chloro-3-(1,3-benzodioxan-5-yl)anilino)benzisoxazole